N-acetyl-S-(benzylsulfanyl)-L-cysteine C(C)(=O)N[C@@H](CSSCC1=CC=CC=C1)C(=O)O